3-((1R,3R)-1-(2,6-difluoro-4-(((S)-1-(3-fluoropropyl)pyrrolidin-3-yl)amino)phenyl)-3-methyl-7-(trifluoromethyl)-1,3,4,9-tetrahydro-2H-pyrido[3,4-b]indol-2-yl)-2,2-difluoropropan-1-ol FC1=C(C(=CC(=C1)N[C@@H]1CN(CC1)CCCF)F)[C@H]1N([C@@H](CC2=C1NC1=CC(=CC=C21)C(F)(F)F)C)CC(CO)(F)F